5,7-dihydroxyl-6-methoxyflavone OC1=C2C(C=C(OC2=CC(=C1OC)O)C1=CC=CC=C1)=O